C(C)C1=[N+](C=CC=C1)CCCCS(=O)(=O)O 2-ethyl-1-(4-sulfobutyl)pyridinium